BrC=1C=2C=C3N(C2C(=C(C1)Cl)Cl)C[C@H](C3)NC(OC(C)(C)C)=O tert-Butyl (S)-(8-bromo-5,6-dichloro-2,3-dihydro-1H-pyrrolo[1,2-a]indol-2-yl)carbamate